OC(C)(CC)C1=C(C=CC=C1)NS(=O)(=O)C1=CC=C(C=C1)C N-(2-(2-hydroxybut-2-yl)phenyl)-4-methylbenzenesulfonamide